1-(2H3)Methyl-2-methyl-6-[1-(2,2,3,3,3-pentafluoropropyl)-1H-pyrazol-4-yl]-7-(trifluoromethyl)-1H,5H-imidazo[1,2-a]Pyrimidin-5-one C(N1C(=CN2C1=NC(=C(C2=O)C=2C=NN(C2)CC(C(F)(F)F)(F)F)C(F)(F)F)C)([2H])([2H])[2H]